(E)-3-(4-((3-(4-fluoro-2-methylbenzoyl)-7-hydroxyquinolin-4-yl)oxy)phenyl)acrylic acid FC1=CC(=C(C(=O)C=2C=NC3=CC(=CC=C3C2OC2=CC=C(C=C2)/C=C/C(=O)O)O)C=C1)C